[N+]1(=CC=CC=C1)[N+]1=CC=CC=C1 bipyridinium